C(C)(=O)NC1=NNC(=N1)CC 3-acetamido-5-ethyl-1H-1,2,4-triazole